C[Si](CCOC(C(C)(C)Br)=O)(C)C.COC1=CC=C(C=C1)C1=NN(C=C1)C=1OC=CN1 2-[3-(4-methoxyphenyl)-1H-pyrazol-1-yl]oxazole 2-(trimethylsilyl)ethyl-2-bromo-2-methyl-propanoate